1-(3-(3,6-difluoro-9H-carbazol-9-yl)-2-hydroxypropyl)-4-methylpyrrolidin-2-one FC=1C=CC=2N(C3=CC=C(C=C3C2C1)F)CC(CN1C(CC(C1)C)=O)O